C(=O)[O-].C[N+]1=CC=C(C(=C1)N)C=O methyl-5-amino-4-formylpyridinium formate